C(C1=CC=CC=C1)NC(N(C1=NC=C(N=C1)C=1C=NC(=NC1)OC)[C@@H]1CC[C@H](CC1)NC1=NC=C(C(=N1)C1=NNC(=C1Cl)C)C(F)(F)F)=O 3-benzyl-1-(trans-4-((4-(4-chloro-5-methyl-1H-pyrazol-3-yl)-5-(trifluoromethyl)pyrimidin-2-yl)amino)cyclohexyl)-1-(5-(2-methoxypyrimidin-5-yl)pyrazin-2-yl)urea